ClC=1C=C(C(=O)N2[C@@H](CC(=C(C2)NC(NC2CCC(CC2)S(=O)(=O)C)=S)C(=O)OCC)C)C=CC1Cl ethyl (2R)-1-(3,4-dichlorobenzoyl)-5-({[4-(methanesulfonyl)-cyclohexyl]carbamothioyl}amino)-2-methyl-1,2,3,6-tetrahydropyridine-4-carboxylate